methyl 3-methyl-4-oxo-4,5,6,7-tetrahydro-1-benzofuran-2-carboxylate CC1=C(OC2=C1C(CCC2)=O)C(=O)OC